4-acetyl-N-(pyridin-4-ylmethyl)-1H-pyrrole-2-carboxamide C(C)(=O)C=1C=C(NC1)C(=O)NCC1=CC=NC=C1